4,4'-dichlorobenzophenone methyl-ortho-benzoylbenzoate COC(C1=C(C=CC=C1)C(C1=CC=CC=C1)=O)=O.ClC1=CC=C(C(=O)C2=CC=C(C=C2)Cl)C=C1